C1(=CC=CC=C1)C1CCN(CC1)C(=O)C=1C2=C(NN1)CNC2 (4-Phenylpiperidin-1-yl)(1,4,5,6-tetrahydropyrrolo[3,4-c]pyrazol-3-yl)methanone